methyl (S)-4-(2-(5-cyclopropyl-4-fluoro-3,3-dimethyl-2-oxoindolin-1-yl)acetamido)-3-fluorobutanoate C1(CC1)C=1C(=C2C(C(N(C2=CC1)CC(=O)NC[C@H](CC(=O)OC)F)=O)(C)C)F